[Si](C)(C)(C(C)(C)C)O[C@@H](CC(=O)O)CC[C@]1(O[C@H](O[C@H]1\C=C\[C@@H]([C@@H](\C(=C\I)\C)O)C)C1=CC=CC=C1)C (R)-3-((tert-Butyldimethylsilyl)oxy)-5-((2S,4R,5S)-5-((1E,3S,4S,5E)-4-hydroxy-6-iodo-3,5-dimethylhex-1,5-dien-1-yl)-4-methyl-2-phenyl-1,3-dioxolan-4-yl)pentanoic acid